FC(C=1C=NC(=NC1)N1CCN(CC1)C([C@@H](COC[C@H](C)NC1=C(C(NN=C1)=O)C(F)(F)F)O)=O)F 5-(((S)-1-((R)-3-(4-(5-(difluoromethyl)pyrimidin-2-yl)piperazin-1-yl)-2-hydroxy-3-oxopropoxy)propan-2-yl)amino)-4-(trifluoromethyl)pyridazin-3(2H)-one